ClC1=C(C=CC(=C1)Cl)C=1CCCC2=C(C1C1=CC=C(C=C1)O[C@@H]1CN(CC1)CCCF)C=CC(=C2)C2=C(C(=O)OC)C=CC=C2 methyl (S)-2-(8-(2,4-dichlorophenyl)-9-(4-((1-(3-fluoropropyl)pyrrolidin-3-yl)oxy)phenyl)-6,7-dihydro-5H-benzo[7]annulen-3-yl)benzoate